2-(4-chlorobenzyl)-6-(3,5-difluorobenzyl)-5,6,7,8-tetrahydropyrido[4,3-d]pyrimidin-4(3H)-one ClC1=CC=C(CC=2NC(C3=C(N2)CCN(C3)CC3=CC(=CC(=C3)F)F)=O)C=C1